[Si](C)(C)(C(C)(C)C)O[C@@H]1CC[C@@]2([C@H]3CC[C@@]4([C@H](CC[C@H]4[C@@H]3CCC2C1)[C@@H](CCC(=O)NCCN(CCCCCCCC)CCCCCCCC)C)C)C (4R)-4-((3R,8R,9S,10S,13R,14S,17R)-3-((tert-butyldimethylsilyl)oxy)-10,13-dimethylhexadecahydro-1H-cyclopenta[a]phenanthren-17-yl)-N-(2-(dioctylamino)ethyl)pentanamide